COC=1C(=C(C2=C(C=CO2)C1)C)C 5-methoxy-6,7-dimethyl-benzofuran